S1SCCC1 thiathiolane